(tert-Butoxycarbonyl)(5-hydroxy-3,3-dimethylpentyl)carbamic acid tert-butyl ester C(C)(C)(C)OC(N(CCC(CCO)(C)C)C(=O)OC(C)(C)C)=O